Cl.CN1C(CNCC1)=O 1-methylpiperazin-2-one HCl salt